hypoxanthine, hydrobromide Br.N1C=NC=2N=CNC2C1=O